NCC1=CC=C(C=C1)C1=CC(=CC=C1OC)S(=O)(=O)N1CCC2(C[C@@H](CO2)NC[C@@H](COC2=CC(=CC=C2)S(=O)(=O)C2CC2)O)CC1 (S)-1-((S)-8-(4'-(aminomethyl)-6-methoxybiphenyl-3-ylsulfonyl)-1-oxa-8-azaspiro[4.5]decan-3-ylamino)-3-(3-(cyclopropylsulfonyl)phenoxy)propan-2-ol